5-(2-isopropylphenoxy)benzamide C(C)(C)C1=C(OC=2C=CC=C(C(=O)N)C2)C=CC=C1